7-isopropyl-1,5,7-triazabicyclo[4.4.0]dec-5-ene C(C)(C)N1C2=NCCCN2CCC1